C(#N)CC1([C@H](N(C1)C(=O)OCC1=CC=CC=C1)C)N1N=CC(=C1)C=1C=2N(C=C(N1)C=1C=NN(C1)C)N=CC2 Benzyl (2R)-3-(cyanomethyl)-2-methyl-3-(4-(6-(1-methyl-1H-pyrazol-4-yl)pyrazolo[1,5-a]pyrazin-4-yl)-1H-pyrazol-1-yl)azetidine-1-carboxylate